ClC1=CC2=C(CCC3=C(N2CCCCN2C(C4=CC=CC=C4C2=O)=O)C=CC(=C3)COC)C=C1 2-[4-(7-chloro-2-methoxymethyl-10,11-dihydro-dibenzo[b,f]azepin-5-yl)-butyl]-isoindole-1,3-dione